NCC(=O)NCC(=O)O.[Mg] magnesium 2-[(2-aminoacetyl)amino]acetic acid